9-Chloro-7-(2-methoxy-phenyl)-5H-benzo[c]pyrimido[4,5-e]azepin ClC=1C=CC2=C(C(=NCC3=C2N=CN=C3)C3=C(C=CC=C3)OC)C1